C(C)(C)(C)OC(=O)N1CCC2(C([C@H](OC2)C)=O)CC1 (R)-3-methyl-4-oxo-2-oxa-8-azaspiro[4.5]decane-8-carboxylic acid tert-butyl ester